ClC1=C(C=C(OC=2C=CC(=C(C2)NC(=O)C2N(C(CC2)=O)C)OC)C=C1)F N-(5-(4-Chloro-3-fluorophenoxy)-2-methoxyphenyl)-1-methyl-5-oxopyrrolidine-2-carboxamide